NCCCOC1=CC=C(C=C1)N1C(=NN=C1O)C1=C(C=C(C(=C1)C(C)C)O)O 4-(4-(4-(3-aminopropoxy)phenyl)-5-hydroxy-4H-1,2,4-triazol-3-yl)-6-isopropyl-benzene-1,3-diol